(4-methyl-3-(pyrimidin-2-yl)phenyl)-4-(pyrimidin-2-yl)morpholine-3-carboxamide CC1=C(C=C(C=C1)C1(N(CCOC1)C1=NC=CC=N1)C(=O)N)C1=NC=CC=N1